tert-butyl (R)-(2-(2-(((benzyloxy)carbonyl)amino)-3-(6-(4-fluorophenyl)-1H-indole-2-carboxamido)propoxy)ethyl)carbamate C(C1=CC=CC=C1)OC(=O)N[C@@H](COCCNC(OC(C)(C)C)=O)CNC(=O)C=1NC2=CC(=CC=C2C1)C1=CC=C(C=C1)F